ClC1=C(C=CC=C1C1=C(C(=NC=C1)C1=CC(=C(C=C1)CNC1CCC(CC1)O)OC)C)C1=CC=C(C(=N1)OC)CNC1CCC(CC1)O (1s,4s)-4-(((6-(2-chloro-3-(2-(4-((((1s,4r)-4-hydroxycyclohexyl)amino)methyl)-3-methoxyphenyl)-3-methylpyridin-4-yl)phenyl)-2-methoxypyridin-3-yl)methyl)amino)cyclohexan-1-ol